N1=C(C=CC=2CCCNC12)CCCCCCC(CC(=O)O)C=1C=NC2=CC(=CC=C2C1)C(F)(F)F 9-(5,6,7,8-tetrahydro-1,8-naphthyridin-2-yl)-3-(7-(trifluoromethyl)quinolin-3-yl)nonanoic acid